tert-Butyl (1R,4R,5S)-5-((2-((R)-1-(benzyloxy)ethyl)-6-(2-cyanoethyl)-7-(2,3-dichlorophenyl)-8-fluoro-3-iodoquinolin-4-yl)amino)-2-azabicyclo[2.1.1]hexane-2-carboxylate C(C1=CC=CC=C1)O[C@H](C)C1=NC2=C(C(=C(C=C2C(=C1I)N[C@H]1[C@H]2CN([C@@H]1C2)C(=O)OC(C)(C)C)CCC#N)C2=C(C(=CC=C2)Cl)Cl)F